phosphoRetinoic acid P1(C=CC1)C(=O)O